2-(diphenylphosphino)phenyltriphenoxysilane C1(=CC=CC=C1)P(C1=C(C=CC=C1)[Si](OC1=CC=CC=C1)(OC1=CC=CC=C1)OC1=CC=CC=C1)C1=CC=CC=C1